C(C)(C)(C)OC(COCCOCCOCCOCCNC(CNC1=C2C(N(C(C2=CC=C1)=O)C1C(NC(CC1)=O)=O)=O)=O)=O 1-((2-(2,6-dioxopiperidin-3-yl)-1,3-dioxoisoindolin-4-yl)amino)-2-oxo-6,9,12,15-tetraoxa-3-aza-heptadecane-17-oic acid tert-butyl ester